7-(2,2-dibromovinyl)-2,2-dimethyl-4H-benzo[d][1,3]dioxin BrC(=CC=1C=CC2=C(OC(OC2)(C)C)C1)Br